COC(C1=CC(=C(C=C1)C)OCC1CC1)=O 3-(Cyclopropylmethoxy)-4-methylbenzoic acid methyl ester